C1(=CC=CC=C1)P(OP(OC1=C(C=CC=C1C(C)(C)C)C(C)(C)C)(OC1=C(C=CC=C1C(C)(C)C)C(C)(C)C)C1=CC=CC=C1)([O-])[O-] bis(2,6-di-t-butylphenyl) bisphenyldiphosphite